1-(2-(4,4-difluoropiperidin-1-yl)-3-fluorophenyl)ethan-1-one FC1(CCN(CC1)C1=C(C=CC=C1F)C(C)=O)F